2,6-bis[(4-aminophenyl)methylidene]cyclohexanone NC1=CC=C(C=C1)C=C1C(C(CCC1)=CC1=CC=C(C=C1)N)=O